N,1-dimethylpiperidin-4-amine CNC1CCN(CC1)C